FC1=NC(=C2N=CN(C2=N1)C1OCCCC1)NCC=C(C)C 2-fluoro-6-[(3-methylbut-2-en-1-yl)amino]-9-(tetrahydro-2H-pyran-2-yl)-9H-purine